COC(CC=1C=C(C=C2C=NNC12)C#CC)=O 5-(propane-1-yn-1-yl)-1H-indazole-7-acetic acid methyl ester